N[C@@H]1C[C@@H](CC1)NC=1C=2N(N=CC1C(=NC1=C(C=CC(=C1)F)Cl)N)C=C(C2)C=2C=NC(=CC2)OC 4-[[(1R,3S)-3-aminocyclopentyl]amino]-N'-(2-chloro-5-fluoro-phenyl)-6-(6-methoxy-3-pyridyl)pyrrolo[1,2-b]pyridazine-3-carboxamidine